O1CCC(CC1)[C@H]1[C@@H](C1)C(=O)O trans-2-(tetrahydro-2H-pyran-4-yl)cyclopropanecarboxylic acid